C(CC(C)C)C=1C=CC2=C(C1)C1=CC(=CC=C1C21C=2C=C(C=CC2C2=C1SC=C2)NC2=CC=CC=C2)CCC(C)C 3,6-diisopentyl-N-phenylspiro[fluorene-9,8'-indeno[2,1-b]thiophen]-6'-amine